2-methoxy-5-phenylpyridine-3,4-diamine COC1=NC=C(C(=C1N)N)C1=CC=CC=C1